NC=1C(=C(C=C2C=C(N=CC12)NC(=O)NC1CN(C(C1)=O)C)C=1C=NC=2CCCNC2C1C)F 1-(8-Amino-7-fluoro-6-(4-methyl-5,6,7,8-tetrahydro-1,5-naphthyridin-3-yl)isoquinolin-3-yl)-3-(1-methyl-5-oxopyrrolidin-3-yl)urea